(2,3-bis(methoxymethoxy)phenyl)methanamine COCOC1=C(C=CC=C1OCOC)CN